3-(4'-aminophenyl)-2-methoxypropionic acid NC1=CC=C(C=C1)CC(C(=O)O)OC